CC=1N=C(SC1S(=O)(=O)N1CCN(CC1)C[C@H](C)NC=1C2=C(N=CN1)C(=CS2)C)NC(C)=O N-[4-methyl-5-({4-[(2S)-2-({7-methylthieno[3,2-d]pyrimidin-4-yl}amino)propyl]piperazin-1-yl}sulfonyl)-1,3-thiazol-2-yl]acetamide